Tert-butyl 6-(methyl (7H-pyrrolo[2,3-d]pyrimidin-4-yl) amino)-2-azaspiro[3.3]heptane-2-carboxylate CN(C1CC2(CN(C2)C(=O)OC(C)(C)C)C1)C=1C2=C(N=CN1)NC=C2